FC1=C(\C=N\NC(=O)C2=NC(=CN=C2)C=2C=NC(=CC2)OC(F)(F)F)C=CC=C1 (E)-N'-(2-fluorobenzylidene)-6-(6-(trifluoromethoxy)pyridin-3-yl)pyrazine-2-carbohydrazide